(3E)-13,13-diethoxy-1,3-tridecadiene C(C)OC(CCCCCCCC/C=C/C=C)OCC